(4-(N-((2,6-diisopropylphenyl)carbamoyl)sulfamoyl)phenyl)boronic acid C(C)(C)C1=C(C(=CC=C1)C(C)C)NC(=O)NS(=O)(=O)C1=CC=C(C=C1)B(O)O